C(=O)C1=C(OCC(CNC(OC(C)(C)C)=O)O)C=CC=C1C tert-butyl (3-(2-formyl-3-methylphenoxy)-2-hydroxypropyl)carbamate